tert-butyl 4-((4-(2-Fluorobenzyl)-1,2,3,4-tetrahydroquinoxaline-1-carboxamido)methyl)piperidine-1-carboxylate FC1=C(CN2CCN(C3=CC=CC=C23)C(=O)NCC2CCN(CC2)C(=O)OC(C)(C)C)C=CC=C1